N1(CCCCC1)C1=NC=CC=C1 piperidin-1-yl-pyridine